(R)-N-(2-(3-(2-(4-(4-fluorophenyl)piperazin-1-yl)ethyl)-1-oxo-2,8-diazaspiro[4.5]decan-8-yl)-2-oxoethyl)methanesulfonamide FC1=CC=C(C=C1)N1CCN(CC1)CC[C@@H]1NC(C2(C1)CCN(CC2)C(CNS(=O)(=O)C)=O)=O